COC(C1=NC=CC(=C1)C=1OC2=C(N1)C=C(C=C2)NCCC)=O 4-(5-Propylaminobenzo[d]oxazol-2-yl)picolinic acid methyl ester